Pyrimidine-5-yl-p-methylbenzenesulfonate N1=CN=CC(=C1)OS(=O)(=O)C1=CC=C(C=C1)C